CN(C(C#CC(=O)N1CC(C1)C(=O)NC=1SC(=CC1)C(C)C)(C)C)C 1-(4-(dimethylamino)-4-methylpent-2-ynoyl)-N-(5-isopropylthiophen-2-yl)azetidine-3-carboxamide